N[C@H](C)C=1C(=NC=C(C1)F)O[C@H](CNC(OC(C)(C)C)=O)C tert-butyl ((S)-2-((3-((R)-1-aminoethyl)-5-fluoropyridin-2-yl)oxy)propyl)carbamate